C(C=C)OC(=O)[C@H](C)OC(=O)[C@H](C)OC(CC\C=C/C\C=C/C\C=C/C\C=C/C\C=C/C\C=C/CC)=O (4Z,7Z,10Z,13Z,16Z,19Z)-Docosa-4,7,10,13,16,19-hexaenoic acid (S)-1-((S)-1-allyloxycarbonyl-ethoxycarbonyl)-ethyl ester